CNC1=CC=C(C(=O)NC2CCC(CC2)NC2=CC(=C(C=C2)C#N)C(F)(F)F)C=C1 4-(methylamino)-N-[(1s,4s)-4-{[4-cyano-3-(trifluoromethyl)phenyl]amino}cyclohexyl]benzamide